C(C)(C)(C)N1C=2C=CC=CC2NC2=CC=CC=C12 5-(tert-butyl)-5,10-dihydrophenazine